2,3,4,5-tetramethyloctane CC(C)C(C(C(CCC)C)C)C